tert-butyl (R)-4-acetyl-2-(3-chloro-5-(4,4,5,5-tetramethyl-1,3,2-dioxaborolan-2-yl)phenyl)piperazine-1-carboxylate C(C)(=O)N1C[C@H](N(CC1)C(=O)OC(C)(C)C)C1=CC(=CC(=C1)B1OC(C(O1)(C)C)(C)C)Cl